pyridinyl-bromine N1=C(C=CC=C1)Br